N-3-pyridinyl-5-Pyrimidinamine N1=CC(=CC=C1)NC=1C=NC=NC1